12-hydroxy-1,11-dioxo-N-(2,4,6-trifluorobenzyl)-1,4,5,6,7,11-hexahydro-3H-2,7-methanopyrido[1,2-a][1,4]diazonine-10-carboxamide OC=1C(C(=CN2C1C(N1CCCCC2C1)=O)C(=O)NCC1=C(C=C(C=C1F)F)F)=O